7-(ethoxy)-6-(methoxy)-3-{[4-(4-morpholinyl)-1-piperidinyl]methyl}-N-(1-phenylcyclopropyl)-2-[3-(trifluoromethyl)phenyl]-4-quinolinecarboxamide C(C)OC1=C(C=C2C(=C(C(=NC2=C1)C1=CC(=CC=C1)C(F)(F)F)CN1CCC(CC1)N1CCOCC1)C(=O)NC1(CC1)C1=CC=CC=C1)OC